C1(CC1)CCN(C1=C2CN(C(C2=CC=C1)=O)C1C(NC(CC1)=O)=O)C1CCC(CC1)NCC(C(F)(F)F)(F)F 3-(4-((2-cyclopropylethyl)((1s,4s)-4-((2,2,3,3,3-pentafluoropropyl)amino)cyclohexyl)amino)-1-oxoisoindolin-2-yl)piperidine-2,6-dione